C(C)(C)(C)OC(=O)N1CC2(C1)CCN(C2)C2=CC(=NC=C2)CNC(=O)C=2C=C1[C@](COCC1=CC2)(C)C#N 7-[2-[[[(4R)-4-cyano-4-methyl-isochroman-6-carbonyl]amino]methyl]-4-pyridinyl]-2,7-diazaspiro[3.4]octane-2-carboxylic acid tert-butyl ester